hydroxy-methyl monoacetate C(C)(=O)OCO